NC=1C=2N(C3=CC(=C(C=C3N1)F)C(=O)N(C)[C@@H]1[C@@H](CC3=CC(=CC=C13)C=1C=NN(C1)C(F)F)OC)C=NC2 4-amino-N-((1S,2R)-5-(1-(difluoromethyl)-1H-pyrazol-4-yl)-2-methoxy-2,3-dihydro-1H-inden-1-yl)-7-fluoro-N-methylimidazo[1,5-a]quinoxaline-8-carboxamide